FC=1C=C(C2=C(C(=CO2)C)C1)F 5,7-difluoro-3-methyl-1-benzofuran